3-AZABICYCLO[3.1.1]HEPTAN (3S,5S)-5-(2-aminopyrimidin-5-yl)oxolan-3-yl-N-isopropylcarbamate NC1=NC=C(C=N1)[C@@H]1C[C@@H](CO1)N(C(O)=O)C(C)C.C12CNCC(C1)C2